(S)-quinuclidin-3-yl (7-(3-(dimethylamino)phenyl)-3,3-dimethylchroman-4-yl)carbamate CN(C=1C=C(C=CC1)C1=CC=C2C(C(COC2=C1)(C)C)NC(O[C@@H]1CN2CCC1CC2)=O)C